C1(=CC=CC=C1)C(CC(C)C)(C)NC(=O)C=1C=NC2=C(C=CC=C2C1)F N-(1-phenyl-1,3-dimethylbutyl)-8-fluoroquinoline-3-carboxamide